2-[2-chloro-4-(4,4,5,5-tetramethyl-1,3,2-dioxaborolan-2-yl)phenyl]ethanol ClC1=C(C=CC(=C1)B1OC(C(O1)(C)C)(C)C)CCO